NC=1C(NC(N(N1)C1=CC(=C(C(=C1)Cl)OC=1C=C2C3(C(NC2=C(C1)C)=O)CCC3)Cl)=O)=O 6-amino-2-(3,5-dichloro-4-((7'-methyl-2'-oxospiro[cyclobutane-1,3'-indoline]-5'-yl)oxy)phenyl)-1,2,4-triazine-3,5(2h,4h)-dione